2-(1,2-di(tert-butoxycarbonyl)hydrazino)-2-phenylpropionic acid C(C)(C)(C)OC(=O)N(NC(=O)OC(C)(C)C)C(C(=O)O)(C)C1=CC=CC=C1